C(#N)C=1C(=NC2=C(C(=C(C=C2C1N1CCN(CC1)C(=O)OC(C)(C)C)C)C1=C(C=CC=C1O)F)F)N1CC(C1)N(C)C tert-Butyl 4-(3-cyano-2-(3-(dimethylamino)azetidin-1-yl)-8-fluoro-7-(2-fluoro-6-hydroxyphenyl)-6-methylquinolin-4-yl)piperazine-1-carboxylate